C(C)N1C(OCC2=C1N=C(N=C2)N[C@@H](C)C2=CC=C(C=C2)C(CCOC)N2CCN(CC2)CC=C)=O 1-Ethyl-7-[[(1S)-1-[4-[3-methoxy-1-(4-prop-2-enylpiperazin-1-yl)propyl]phenyl]ethyl]amino]-4H-pyrimido[4,5-d][1,3]oxazin-2-one